2,8-dichloro-4-methyl-quinazoline ClC1=NC2=C(C=CC=C2C(=N1)C)Cl